C(C)[S@](=O)C=1C=C(C(=NC1C1=NC2=C(C=NC(=C2)C(F)(F)F)N1C)C)OC(C#N)(C)C 2-[[5-[(S)-ethylsulfinyl]-2-methyl-6-[3-methyl-6-(trifluoromethyl)imidazo[4,5-c]pyridin-2-yl]-3-pyridyl]oxy]-2-methyl-propanenitrile